The molecule is an epoxycarotenol that is found in brown seaweed and which exhibits anti-cancer, anti-diabetic, anti-oxidative and neuroprotective properties. It has a role as an algal metabolite, a CFTR potentiator, a food antioxidant, a neuroprotective agent, a hypoglycemic agent, an apoptosis inhibitor, a hepatoprotective agent, a marine metabolite and a plant metabolite. It is an epoxycarotenol, an acetate ester, a secondary alcohol, a tertiary alcohol and a member of allenes. C/C(=C\\C=C\\C=C(/C)\\C=C\\C=C(/C)\\C(=O)C[C@]12[C@](O1)(C[C@H](CC2(C)C)O)C)/C=C/C=C(\\C)/C=C=C3[C@](C[C@H](CC3(C)C)OC(=O)C)(C)O